BrC1=CC(=C(C=C1)CBr)OC 4-bromo-1-(bromomethyl)-2-methoxybenzene